3-(1-cyclopentyl-1H-benzo[d][1,2,3]triazol-5-yl)-5-(2-(trifluoromethoxy)phenyl)-1,2,4-oxadiazole C1(CCCC1)N1N=NC2=C1C=CC(=C2)C2=NOC(=N2)C2=C(C=CC=C2)OC(F)(F)F